methyl (3R,5s)-5-(4-bromo-2-methoxyphenyl)-5-(((R)-tert-butylsulfinyl) amino)-3-hydroxypentanoate BrC1=CC(=C(C=C1)[C@H](C[C@H](CC(=O)OC)O)N[S@](=O)C(C)(C)C)OC